(2S,4R)-1-(1-trifluoromethyl-cyclopropanecarbonyl)-4-[2-trifluoromethyl-4-(3-trifluoromethyl-1H-pyrazol-4-yl)-benzenesulfonyl]-pyrrolidine-2-carboxylic acid (1-cyano-cyclopropyl)-amide C(#N)C1(CC1)NC(=O)[C@H]1N(C[C@@H](C1)S(=O)(=O)C1=C(C=C(C=C1)C=1C(=NNC1)C(F)(F)F)C(F)(F)F)C(=O)C1(CC1)C(F)(F)F